homoalanine N[C@@H](CC)C(=O)O